C[C@H]1NC(C=2SC=3C=CC=4N=C(C=CC4C3C2NC1)C1=CC(=NC=C1CN1CCOCC1)C=C)=O (15R)-15-methyl-5-[5-(morpholinomethyl)-2-vinyl-4-pyridyl]-11-thia-6,14,17-triazatetracyclo[8.8.0.0^2,7.0^12,18]octadeca-1(10),2(7),3,5,8,12(18)-hexaen-13-one